(4-(bis(4-(tert-butyl)phenyl)amino)phenyl)-benzofuran-6-carbaldehyde C(C)(C)(C)C1=CC=C(C=C1)N(C1=CC=C(C=C1)C=1OC2=C(C1)C=CC(=C2)C=O)C2=CC=C(C=C2)C(C)(C)C